N1CCCC2CCCCC12 decahydroquinoline